8-chloro-5-hydroxy-imidazo[1,2-a]quinoline-4-carbonitrile ClC1=CC=C2C(=C(C=3N(C2=C1)C=CN3)C#N)O